2-((4-(4-(4-chlorophenyl)-5-(methylsulfanyl)-4H-1,2,4-triazol-3-yl)cyclohexyl)oxy)pyridine ClC1=CC=C(C=C1)N1C(=NN=C1SC)C1CCC(CC1)OC1=NC=CC=C1